1-((5-(PYRIDIN-2-YL)-4H-1,2,4-TRIAZOL-3-YL)METHYL)-3,4-DIHYDROQUINOLIN-2(1H)-ONE N1=C(C=CC=C1)C=1NC(=NN1)CN1C(CCC2=CC=CC=C12)=O